O[C@@H]1C[C@@]2(C(C[C@H]3[C@@H]4CC[C@H]([C@@H](CCCC(C)C)C)[C@]4(CC[C@@H]3[C@]2(CC1)C)C)=O)O 3β,5α-dihydroxy-cholestan-6-one